Methylamine iodide [I-].CN